5-Amino-1-isopropyl-3-[5-[2-[[3-(1-methylcyclopropyl)isoxazol-5-yl]amino]-2-oxo-ethyl]-2-pyridyl]pyrazole-4-carboxamide NC1=C(C(=NN1C(C)C)C1=NC=C(C=C1)CC(=O)NC1=CC(=NO1)C1(CC1)C)C(=O)N